(5-(5-chloro-2-methylpyridin-4-yl)-1-(tetrahydro-2H-pyran-2-yl)-1H-pyrazole-3-carbonyl)piperidine-4-carboxylic acid methyl ester COC(=O)C1CCN(CC1)C(=O)C1=NN(C(=C1)C1=CC(=NC=C1Cl)C)C1OCCCC1